COC(C1=CC(=C(C(=C1)[N+](=O)[O-])NC)Br)=O 3-bromo-4-(methylamino)-5-nitrobenzoic acid methyl ester